(4-cyano-2-fluorophenyl)-1H-indole-3-sulfonamide C(#N)C1=CC(=C(C=C1)N1C=C(C2=CC=CC=C12)S(=O)(=O)N)F